2-(carboxymethyl)cyclohexaneacrylic acid C(=O)(O)CC1C(CCCC1)C=CC(=O)O